C(CCC)N(CCCC)CCCCCCC N,N-dibutylheptylamine